ClC=1C=C2C(C(=C(NC2=CC1OC)C)C1=CC=C(C=C1)C1=CC(=CC=C1)C(F)(F)F)=O 6-Chloro-7-methoxy-2-methyl-3-(3'-(trifluoromethyl)-[1,1'-biphenyl]-4-yl)quinolin-4(1H)-one